[Al].[Ce].[Mg].BrC=1C=NC=C(C1)OC(C)(F)F 3-bromo-5-(1,1-difluoroethoxy)pyridine magnesium-cerium aluminum